10-(4-((1S,4S)-2-oxa-5-azabicyclo[2.2.1]heptan-5-yl)butyl)-3,7-dibromo-8-methyl-10H-benzo[b]pyrido[2,3-e][1,4]oxazine [C@@H]12OC[C@@H](N(C1)CCCCN1C3=C(OC4=C1N=CC(=C4)Br)C=C(C(=C3)C)Br)C2